CC1(C2CC3CC(CC1C3)C2)C(=O)[O-] 2-methyladamantane-2-carboxylate